N-[3-(cyclopropylamino)-2,3-dioxo-1-[[2-oxopyrrolidin-3-yl]methyl]propyl]-3-[3,3-dimethyl-2-(2-methylpropanoylamino)butanoyl]-6,6-dimethyl-3-azabicyclo[3.1.0]hexane-2-carboxamide C1(CC1)NC(C(C(CC1C(NCC1)=O)NC(=O)C1C2C(C2CN1C(C(C(C)(C)C)NC(C(C)C)=O)=O)(C)C)=O)=O